FC1=C(C=CC(=C1)N1CCCC1)C1=NN2C(N=CC=C2)=C1C(=O)O 2-(2-Fluoro-4-pyrrolidin-1-ylphenyl)pyrazolo[1,5-a]pyrimidine-3-carboxylic acid